(R)-N-(2-isopropyl-2-methyl-6-morpholino-2,3-dihydrobenzofuran-5-yl)pyrazolo[1,5-a]pyrimidine-3-carboxamide C(C)(C)[C@@]1(OC2=C(C1)C=C(C(=C2)N2CCOCC2)NC(=O)C=2C=NN1C2N=CC=C1)C